FC(C(COC=1C=C2CCN3[C@@H](C2=CC1OC)C[C@H]([C@@H](C3)CC(C)(C)C)O)O)F (2R,3R,11bR)-9-(3,3-difluoro-2-hydroxypropoxy)-3-(2,2-dimethylpropyl)-10-methoxy-1H,2H,3H,4H,6H,7H,11bH-pyrido[2,1-a]isoquinolin-2-ol